C1(CC1)[C@H](CP([O-])(=O)C)C1=CC(=CC=C1)OCC1CCN(CC1)C1=C(C=CC(=C1)OC)CCCC(C)(C)C.[Na+] sodium (S)-(2-cyclopropyl-2-(3-((1-(2-(4,4-dimethylpentyl)-5-methoxyphenyl)piperidin-4-yl)methoxy)phenyl)ethyl)(methyl)phosphinate